Tert-Butyl 8-fluoro-6-(hydroxymethyl)-3,4-dihydroisoquinoline-2(1H)-carboxylate FC=1C=C(C=C2CCN(CC12)C(=O)OC(C)(C)C)CO